COC=1C=C(C=CC1OC)C1=CC=NC=2N1N=C(C2)C(=O)NC2=CC(=C(C(=O)O)C=C2)C 4-(7-(3,4-dimethoxyphenyl)pyrazolo[1,5-a]pyrimidine-2-carboxamido)-2-methylbenzoic acid